biuret NC(=O)NC(=O)N